5-[4-[[4-(3-Oxo-3-phenylprop-1-enyl)phenoxy]methyl]phenoxy]benzene-1,3-dicarboxylic acid O=C(C=CC1=CC=C(OCC2=CC=C(OC=3C=C(C=C(C3)C(=O)O)C(=O)O)C=C2)C=C1)C1=CC=CC=C1